N=1C=NN2C1C=CC(=C2)C=2C=CN1N=C(N=C(C12)OC)NC1CC(C1)(C)NC(C([2H])([2H])[2H])=O N-((1r,3r)-3-((5-([1,2,4]triazolo[1,5-a]pyridin-6-yl)-4-methoxypyrrolo[2,1-f][1,2,4]triazin-2-yl)amino)-1-methylcyclobutyl)acetamide-2,2,2-d3